BrC=1C=C2C(=C(NC2=CC1)C)C=O 5-BROMO-2-METHYL-1H-INDOLE-3-CARBALDEHYDE